S1CC=C2C=NCC=C21 6H-thieno[3,2-c]pyridin